3-(5-bromo-3-nitropyridin-2-yl)-1-(methyl-d3)-1H-pyrazole-5-carboxylic acid methyl ester COC(=O)C1=CC(=NN1C([2H])([2H])[2H])C1=NC=C(C=C1[N+](=O)[O-])Br